COC1=CC=C(C=C1)C(CC1=CC=C(C=C1)OC)=O 1,2-bis(4-methoxyphenyl)ethane-1-one